5-(4-((2-(3-ethylureido)pyridin-4-yl)methyl)piperazin-1-yl)-N-methyl-6-(trifluoromethyl)picolinamide C(C)NC(NC1=NC=CC(=C1)CN1CCN(CC1)C=1C=CC(=NC1C(F)(F)F)C(=O)NC)=O